ClC1=CC=C(C=C1)C1=C(N=C(N1)C1=CC=C(N[C@@H](CC)C2=CC=CC=C2)C=C1)C (S)-4-(5-(4-chlorophenyl)-4-methyl-1H-imidazol-2-yl)-N-(1-phenylpropyl)aniline